2-fluoro-6-[(5-methylfurfuryl)amino]-9-(tetrahydro-2H-pyran-2-yl)-9H-purine FC1=NC(=C2N=CN(C2=N1)C1OCCCC1)NCC1=CC=C(O1)C